7,8-Benzoquinoline C1=CC=C2C(=C1)C=CC3=C2N=CC=C3